N-(2-bromo-6-chlorophenyl)-4-methoxy-2-((3-methyl-4-(1-methylpyrrolidin-3-yl)phenyl)amino)pyrimidine-5-carboxamide BrC1=C(C(=CC=C1)Cl)NC(=O)C=1C(=NC(=NC1)NC1=CC(=C(C=C1)C1CN(CC1)C)C)OC